4-(4-((1S,4S,5R)-5-((5-cyclopropyl-3-(2,6-dichlorophenyl)isoxazol-4-yl)methoxy)-2-azabicyclo[2.2.1]heptan-2-yl)phenyl)butanoic acid C1(CC1)C1=C(C(=NO1)C1=C(C=CC=C1Cl)Cl)CO[C@H]1[C@@H]2CN([C@H](C1)C2)C2=CC=C(C=C2)CCCC(=O)O